2-Chloro-5-fluoro-3-[2-(1-tetrahydropyran-2-yl-pyrazol-4-yl)ethyl]benzoic acid ClC1=C(C(=O)O)C=C(C=C1CCC=1C=NN(C1)C1OCCCC1)F